N1=CC=CC2=C1C(CC2)=O 5,6-dihydro-cyclopenta-pyridin-7-one